C(=O)(O)C(CCCCCCCC(=O)O)C(CCCCCCCC(=O)O)C(=O)O 9,10-dicarboxyl-octadecanedioic acid